4,5-dichloro-1H-imidazolate ClC=1N=C[N-]C1Cl